nicotine 4-acetamidobenzoate salt C(C)(=O)NC1=CC=C(C(=O)O)C=C1.N1=CC=CC(=C1)C1N(C)CCC1